BrC=1C(=C2NC(C(NC2=C(C1)OC)=O)(C)C)Cl 6-bromo-5-chloro-8-methoxy-3,3-dimethyl-3,4-dihydroquinoxalin-2(1H)-one